FC1=C(C(=CC(=C1)OC)F)[C@H]1[C@@H](C(NC1)=O)NC(=O)NC=1C=C2C=CNC2=CC1 |o1:10,11| (-)-1-[(3S*,4R*)-4-(2,6-difluoro-4-methoxy-phenyl)-2-oxo-pyrrolidin-3-yl]-3-(1H-indol-5-yl)urea